1-(3-(4-fluoro-4-(2-(trifluoromethyl)phenyl)piperidine-1-carbonyl)-1,4,6,7-tetrahydro-5H-pyrazolo[4,3-c]pyridin-5-yl)ethan-1-one FC1(CCN(CC1)C(=O)C1=NNC2=C1CN(CC2)C(C)=O)C2=C(C=CC=C2)C(F)(F)F